tert-butyl 7-((6-((methylsulfonyl)methyl) pyridin-3-yl) amino)-3,4-dihydro-2,6-naphthyridine-2(1H)-carboxylate CS(=O)(=O)CC1=CC=C(C=N1)NC1=NC=C2CCN(CC2=C1)C(=O)OC(C)(C)C